1-(5,6-difluoroindolin-1-yl)-2-((2-methoxy-5-(5-methylpyridin-2-yl)phenyl)amino)ethan-1-one FC=1C=C2CCN(C2=CC1F)C(CNC1=C(C=CC(=C1)C1=NC=C(C=C1)C)OC)=O